FC=1C=CC=C2[C@@H](N(C(=NC12)N1CCN(CC1)C1=CC(=CC=C1)OC)C1=C(C=CC(=C1)C(F)(F)F)OC)CC(=O)O 2-[(4S)-8-fluoro-2-[4-(3-methoxyphenyl)piperazin-1-yl]-3-[2-methoxy-5-(trifluoromethyl)phenyl]-3,4-dihydroquinazolin-4-yl]acetic acid